BrC1=NN(N=C1)C 4-bromo-2-methyl-2H-1,2,3-triazole